6-cyclobutyl-2-(4,4-difluoroazepan-1-yl)-N-(2-sulfamoyl-pyridin-4-yl)nicotinamide C1(CCC1)C1=NC(=C(C(=O)NC2=CC(=NC=C2)S(N)(=O)=O)C=C1)N1CCC(CCC1)(F)F